2-((tert-butoxycarbonyl)amino)butanoic acid C(C)(C)(C)OC(=O)NC(C(=O)O)CC